thiofurandicarboxylic acid S1C(=C(C=C1)C(=O)O)C(=O)O